COCCN1C=NC2=C1C=C(C=C2)C(=O)[O-] 1-(2-methoxyethyl)-1H-benzimidazole-6-carboxylate